CN1N=C(C=C1)C=1C=CC=2N(C1)N=CC2C(=O)N2[C@H](C1=C(CC2)NC=N1)C1=NN2C(C=CC=C2C(F)(F)F)=C1 (R)-(6-(1-methyl-1H-pyrazol-3-yl)pyrazolo[1,5-a]pyridin-3-yl)(4-(7-(trifluoromethyl)pyrazolo[1,5-a]pyridin-2-yl)-6,7-dihydro-1H-imidazo[4,5-c]pyridin-5(4H)-yl)methanone